ClC=1C(=CC(=NC1)OC)C1=CC(=NN1)C(=O)N1CCC(CC1)C(=O)NCC=1C=C2C=C(NC2=CC1)C 1-(5-(5-chloro-2-methoxypyridin-4-yl)-1H-pyrazole-3-carbonyl)-N-((2-methyl-1H-indol-5-yl)methyl)piperidine-4-carboxamide